2-(6-(((1R,3S,5S)-8-azabicyclo[3.2.1]octan-3-yl)oxy)pyridazin-3-yl)-5-(5-methyloxazol-2-yl)phenol [C@H]12CC(C[C@H](CC1)N2)OC2=CC=C(N=N2)C2=C(C=C(C=C2)C=2OC(=CN2)C)O